C(#C)[C@H]1CN=C2N1C1=CC=C(C=C1C(N2CC2=CC(=NO2)C)=O)S(=O)(=O)NC2(CC2)C (S)-1-ethynyl-N-(1-methyl-cyclopropyl)-4-((3-methyl-isoxazol-5-yl)methyl)-5-oxo-1,2,4,5-tetrahydroimidazo-[1,2-a]quinazoline-7-sulfonamide